FC=1C=C2C(CC3(NC2=C(C1)F)CCNCC3)=O 6',8'-difluoro-1'H-spiro[piperidine-4,2'-quinoline]-4'(3'H)-one